(7R)-3-[(3-chloro-2-methoxyphenyl)amino]-7-methyl-2-[6-(1-methylcyclopropoxy)-1,5-naphthyridin-4-yl]-1H,5H,6H,7H-pyrrolo[3,2-c]pyridin-4-one ClC=1C(=C(C=CC1)NC1=C(NC2=C1C(NC[C@H]2C)=O)C2=CC=NC1=CC=C(N=C21)OC2(CC2)C)OC